C(C1=CC=CC=C1)OC1=C(C=O)C(=CC=C1)Br 2-(benzyloxy)-6-bromobenzaldehyde